tert-butyl N-(5-(6-((1-(4,4-difluoro-3-phenylbutyryl)-4-hydroxypiperidin-4-yl) methyl)-7-oxo-6,7-dihydroisothiazolo[4,3-d]pyrimidin-3-yl)-2,3-dihydro-1H-inden-1-yl)-N-methylcarbamate FC(C(CC(=O)N1CCC(CC1)(O)CN1C=NC=2C(C1=O)=NSC2C=2C=C1CCC(C1=CC2)N(C(OC(C)(C)C)=O)C)C2=CC=CC=C2)F